2,4-dichlorobenzothiazole ClC=1SC2=C(N1)C(=CC=C2)Cl